2-[(2R)-3-(3,4-dihydro-1H-isoquinolin-2-yl)-2-hydroxy-propyl]-6-[(1-ethyl-4-piperidyl)oxy]-4,4-dimethyl-3H-isoquinolin-1-one C1N(CCC2=CC=CC=C12)C[C@H](CN1C(C2=CC=C(C=C2C(C1)(C)C)OC1CCN(CC1)CC)=O)O